N-methoxyethyl-para-phenylenediamine COCCNC1=CC=C(C=C1)N